OC=1C=C(CNC(C2=C(C=CC(=C2)Br)N2CCOCC2)=O)C=CC1OC N-(3-hydroxy-4-methoxybenzyl)-2-morpholinyl-5-bromobenzamide